ClC1=C(C=CC=C1)C=1N=C(SC1)N(\N=C\C1=C(C(=O)N)C=CC=C1)C (E)-2-((2-(4-(2-chlorophenyl)thiazol-2-yl)-2-methylhydrazono)methyl)benzamide